BrC=1C(=C(C=CC1)NC(=S)N)F 1-(3-bromo-2-fluorophenyl)thiourea